N,N-dimethyl-N-acryl-hexadecyl-ammonium bromide [Br-].C[N+](C(=O)C=C)(C)CCCCCCCCCCCCCCCC